[Cl-].[Cl-].N1=C(C=CC=C1)CCCC1=NC=CC=C1 trimethylenedipyridine dichloride